bis(2-hydroxyethyl)-methyl-octylammonium bis(trifluoromethanesulfonyl)imide salt [N-](S(=O)(=O)C(F)(F)F)S(=O)(=O)C(F)(F)F.OCC[N+](CCCCCCCC)(C)CCO